FC(OC1=NC=CC(=C1)O)(F)F (trifluoromethoxy)pyridin-4-ol